(S)-3-(8-{[(3S,4R)-3-fluoro-1-methyl-piperidin-4-yl]amino}-3-(2,2,2-trifluoroethyl)imidazo[1,2-a]pyridin-2-yl)-1-phenylprop-2-yn-1-ol F[C@H]1CN(CC[C@H]1NC=1C=2N(C=CC1)C(=C(N2)C#C[C@@H](O)C2=CC=CC=C2)CC(F)(F)F)C